NCCC(=O)O beta-Aminopropionic acid